C1(CCCCC1)C[C@H](C(=O)N1C(CC(C1)N1N=NC=C1C(C)(C)O)C(=O)N)NC(C1=CC=C(C=C1)S(=O)(=O)N1CCCC1)=O ((R)-3-cyclohexyl-2-(4-(pyrrolidin-1-ylsulfonyl)benzamido)propanoyl)-4-(5-(2-hydroxypropan-2-yl)-1H-1,2,3-triazol-1-yl)pyrrolidine-2-carboxamide